ClC1=CC(=C(N[C@@H]2[C@@H](CN(CC2)C(=O)OC(C)(C)C)C)C=C1)OC tert-butyl (3R,4S)-4-(4-chloro-2-methoxy-anilino)-3-methyl-piperidine-1-carboxylate